FC1CC1 trans-2-Fluorocyclopropane